NCCC[Si](OCC)(C(C)C)C(C)C 3-aminopropyl-diisopropylethoxysilane